di(n-butyl)(2-propylheptyl)cyclohexane C(CCC)C1(CCC(CC1)CC(CCCCC)CCC)CCCC